3-(imidazo[1,2-b]pyridazin-3-ylethynyl)-N-(3-(4-methyl-1H-imidazol-1-yl)-5-(trifluoromethyl)phenyl)benzamide N=1C=C(N2N=CC=CC21)C#CC=2C=C(C(=O)NC1=CC(=CC(=C1)C(F)(F)F)N1C=NC(=C1)C)C=CC2